methylazane CN